O=C1NC(CCC1N1C(C2=CC(=C(C=C2C1)CNC(OC(C)(C)C)=O)NC)=O)=O tert-butyl ((2-(2,6-dioxopiperidin-3-yl)-6-(methylamino)-1-oxoisoindolin-5-yl)methyl)carbamate